FC(C(=O)O)(F)F.NC/C(/COC1CCC(CN1)S(=O)(=O)N1CCC(CC1)CC(=O)O)=C/F {1-[6-((Z)-2-Aminomethyl-3-fluoro-allyloxy)-piperidine-3-sulfonyl]piperidin-4-yl}-acetic acid trifluoroacetate